N-(2-(3,3-difluoropyrrolidin-1-yl)-4-(1H-pyrazol-5-yl)pyridin-3-yl)-4-(2-(trifluoromethyl)oxetan-2-yl)benzamide formate salt C(=O)O.FC1(CN(CC1)C1=NC=CC(=C1NC(C1=CC=C(C=C1)C1(OCC1)C(F)(F)F)=O)C1=CC=NN1)F